(Z)-N-(5-chloro-2,4-dimethylpyridin-3-yl)-2-fluoro-3-(7-fluoro-1H-indazol-6-yl)acrylamide ClC=1C(=C(C(=NC1)C)NC(/C(=C/C1=CC=C2C=NNC2=C1F)/F)=O)C